FC(OC1=CC=C(C=C1)C1=NC(=CC(=C1)C(=O)OC)C)F methyl 2-[4-(difluoromethoxy) phenyl]-6-methyl-pyridine-4-carboxylate